O=C1CCC(N1C=1N=CSC1)C(=O)N 5-oxo-1-(thiazol-4-yl)pyrrolidine-2-carboxamide